FC(CNCC(CN1N=C2C(CN(CC2)C(=O)OC(C)(C)C)=C1C(=O)OCC)=C)(F)F 5-tert-Butyl 3-ethyl 2-(2-(((2,2,2-trifluoroethyl)amino)methyl)allyl)-6,7-dihydro-2H-pyrazolo[4,3-c]pyridine-3,5(4H)-dicarboxylate